rac-benzyl (1-(tert-butyl)-3-((1S,3S,4R)-3-((tert-butyldiphenylsilyl)oxy)-4-hydroxycyclopentyl)-1H-pyrazol-5-yl)carbamate C(C)(C)(C)N1N=C(C=C1NC(OCC1=CC=CC=C1)=O)[C@@H]1C[C@@H]([C@@H](C1)O)O[Si](C1=CC=CC=C1)(C1=CC=CC=C1)C(C)(C)C |r|